N1=CCN2C1=NC=CC2=O imidazo[1,2-a]pyrimidin-5-one